6-chloro-2,7-naphthyridine ClC=1C=C2C=CN=CC2=CN1